3-(4-Hydroxyphenyl)-1-[2-methoxy-4,6-bis(prop-2-enoxy)phenyl]prop-2-en-1-one OC1=CC=C(C=C1)C=CC(=O)C1=C(C=C(C=C1OCC=C)OCC=C)OC